CC=CCOCC(C)O 2-hydroxypropyl (methyl)allyl ether